FC1(CC2(C1)C[C@H](N(CC2)CC2=C1C=CNC1=C(C=C2OC)C)C2=CC=C(C(=O)NCC1COC1)C=C2)F (S)-4-(2,2-difluoro-7-((5-methoxy-7-methyl-1H-indol-4-yl)methyl)-7-azaspiro[3.5]nonan-6-yl)-N-(oxetan-3-ylmethyl)benzamide